6-methoxy-5-nitrobenzo[b]Thiophene-2-carboxylic acid COC=1C(=CC2=C(SC(=C2)C(=O)O)C1)[N+](=O)[O-]